COC1=CC=C(C=N1)N1N=CC(=C1)C=1OC2=C(C=C(C=C2C(C1)=O)C)C(C)NC1=C(C(=O)O)C=CC=C1 2-[1-[2-[1-(6-Methoxy-3-pyridyl)pyrazol-4-yl]-6-methyl-4-oxo-chromen-8-yl]ethylamino]benzoic acid